ClC1=CC=C(OC2=C(C=C(C=C2)[N+](=O)[O-])C2=CN(C3=C(N=CC=C32)OC)C)C=C1 3-(2-(4-chlorophenoxy)-5-nitrophenyl)-7-methoxy-1-methyl-1H-pyrrolo[2,3-C]pyridine